C1=CC(=C(C=C1C2=C(C(=O)C3=C(C=C(C=C3O2)O)O)O[C@H]4[C@@H]([C@H]([C@@H]([C@H](O4)CO)O)O)O)O)O[C@H]5[C@@H]([C@H]([C@@H]([C@H](O5)CO)O)O)O The molecule is a quercetin O-glucoside that is quercetin with two beta-D-glucosyl residues attached at positions 3 and 4'. It has a role as a plant metabolite, a radical scavenger and a cardioprotective agent. It is a beta-D-glucoside, a monosaccharide derivative, a polyphenol, a quercetin O-glucoside and a trihydroxyflavone.